[Pb](I)I.IC[N+](C)(C)C (iodomethyl)trimethylammonium lead iodide